methyl (R)-1-((7-bromo-[1,2,4]triazolo[4,3-a]pyridin-3-yl)methyl)pyrrolidine-3-carboxylate BrC1=CC=2N(C=C1)C(=NN2)CN2C[C@@H](CC2)C(=O)OC